2-(1,1-dimethoxyethyl)-5-(trifluoromethyl)-thiazole COC(C)(OC)C=1SC(=CN1)C(F)(F)F